(4-(1H-imidazol-2-yl)phenyl)methylamine N1C(=NC=C1)C1=CC=C(C=C1)CN